O[C@H]1CCN(C1)CC1=CC=C(C=C1)C1=C(N=CS1)C (2R,4S)-4-hydroxy-N-(4-(4-methylthiazol-5-yl)benzyl)pyrrolidine